C(C)(C)(C)OC(=O)N1CC(CC1)(NCC1=CC=C(C=C1)OC)C#CC=1C(=NC(=CC1)F)F 3-((2,6-difluoropyridin-3-yl)ethynyl)-3-((4-methoxybenzyl)amino)pyrrolidine-1-carboxylic acid tert-butyl ester